C(C)(C)(C)OC(CN1CCN(CCN(CCN(CC1)CC(OC(C)(C)C)=O)CC(OC(C)(C)C)=O)CC(=O)O)=O 2-[4,7,10-tris(2-tert-butoxy-2-oxo-ethyl)-1,4,7,10-tetraazacyclododecan-1-yl]acetic acid